5-(1-methyl-1H-benzo[d][1,2,3]triazol-6-yl)-N-((1-(trifluoromethyl)cyclopropyl)methyl)-7H-pyrrolo[2,3-d]pyrimidin-2-amine CN1N=NC2=C1C=C(C=C2)C2=CNC=1N=C(N=CC12)NCC1(CC1)C(F)(F)F